[Cl-].OCCC[N+](C)(C)CCCCCCCCCCCCCCCCCC hydroxypropyl-stearyl-dimethylammonium chloride